porphyrin C12=CC=C(N1)C=C1C=CC(=N1)C=C1C=CC(N1)=CC=1C=CC(N1)=C2